N-[5-(2,6-dichlorophenyl)-1-trityl-1H-indazol-3-yl]-4-oxocyclohexanecarboxamide ClC1=C(C(=CC=C1)Cl)C=1C=C2C(=NN(C2=CC1)C(C1=CC=CC=C1)(C1=CC=CC=C1)C1=CC=CC=C1)NC(=O)C1CCC(CC1)=O